(2r,5s)-5-[2-(4-chloro-3-fluorophenoxy)acetamido]-2-({[5-(trifluoromethyl)furan-2-yl]methyl}carbamoyl)piperidine-1-carboxylic acid tert-butyl ester C(C)(C)(C)OC(=O)N1[C@H](CC[C@@H](C1)NC(COC1=CC(=C(C=C1)Cl)F)=O)C(NCC=1OC(=CC1)C(F)(F)F)=O